[2-[(2,6-difluoro-4-pyridyl)-[4-[(2,2-dimethylcyclobutyl)carbamoyl]-5-methyl-thiazol-2-yl]amino]-2-oxo-ethyl] acetate C(C)(=O)OCC(=O)N(C=1SC(=C(N1)C(NC1C(CC1)(C)C)=O)C)C1=CC(=NC(=C1)F)F